2-(5-methyl-2-imidazolin-2-yl)propane hydrochloride Cl.CC1CN=C(N1)C(C)C